methyl(3,3,3-trifluoro-n-propyl)dimethoxysilane C[Si](OC)(OC)CCC(F)(F)F